3-acetyl-1-(2-((2-((3-chloro-2-fluorophenylmethyl)amino)-2-oxoethyl)(cyclopropyl)amino)-2-oxoethyl)-1H-indazole-5-carbonyl azide C(C)(=O)C1=NN(C2=CC=C(C=C12)C(=O)N=[N+]=[N-])CC(=O)N(C1CC1)CC(=O)NCC1=C(C(=CC=C1)Cl)F